C(C)(C)(C)OC(=O)N1CCN(CC1)C=1C=NC(=NC1)N(CC1=CC=C(C=C1)OC)CC1=CC=C(C=C1)OC 4-(2-(bis(4-methoxybenzyl)amino)pyrimidin-5-yl)piperazine-1-carboxylic acid tert-butyl ester